6-((2-((3r,4r)-3-amino-4-fluoropiperidin-1-yl)-6-fluoro-4-methoxy-1H-benzo[d]imidazol-1-yl)methyl)nicotinonitrile N[C@@H]1CN(CC[C@H]1F)C1=NC2=C(N1CC1=NC=C(C#N)C=C1)C=C(C=C2OC)F